FC=1C=NC(=NC1)C=1C=C(C=CC1C)NC(=O)N1C2C(CC1CC2)C trans-N-[3-(5-fluoropyrimidin-2-yl)-4-methylphenyl]-2-methyl-7-azabicyclo[2.2.1]heptane-7-carboxamide